[N+](=O)([O-])C(COC(CN=[N+]=[N-])=O)(COC(CN=[N+]=[N-])=O)[N+](=O)[O-] 2,2-dinitro-1,3-bis(2-azidoacetoxy)propane